O1C(=CC=C1)C(C)NC=1C=C(C=C2C=CC=NC12)OC N-[1-(Furan-2-yl)ethyl]-6-methoxychinolin-8-amin